O1C=C(C=C1)C1=C(C(=NC=N1)N1CCC(CC1)OC=1C=C(C#N)C=CC1)C 3-((1-(6-(furan-3-yl)-5-methylpyrimidin-4-yl)piperidin-4-yl)oxy)benzonitrile